N1N=NN=C1[C@H]1N(CCC1)C1=C(N=C(S1)CCCC1=CC=CC=C1)C (S)-5-(2-(1H-tetrazol-5-yl)pyrrolidin-1-yl)-4-methyl-2-(3-phenylpropyl)thiazole